4-(4-(3,6-dihydropyridin-1(2H)-yl)-8-fluoro-2-(((2R,7aS)-2-fluorotetrahydro-1H-pyrrolizin-7a(5H)-yl)methoxy)pyrido[4,3-d]pyrimidin-7-yl)-5-ethyl-6-fluoronaphthalen-2-ol N1(CCC=CC1)C=1C2=C(N=C(N1)OC[C@]13CCCN3C[C@@H](C1)F)C(=C(N=C2)C2=CC(=CC1=CC=C(C(=C21)CC)F)O)F